((1s,3s)-3-Hydroxy-3-methylcyclobutyl)(7-((1-methyl-1H-pyrazolo[3,4-b]pyridin-6-yl)oxy)-2-azaspiro[3.5]nonan-2-yl)methanon OC1(CC(C1)C(=O)N1CC2(C1)CCC(CC2)OC2=CC=C1C(=N2)N(N=C1)C)C